N-(Hydroxyethyl)-N-methylamino-propyl-trimethoxysilan OCCN(C)CO[Si](OC)(OC)CCC